Tert-butyl (1RS,4SR,6SR)-6-((4-nitrobenzoyl)oxy)-2-azabicyclo[2.2.1]heptane-2-carboxylate [N+](=O)([O-])C1=CC=C(C(=O)O[C@H]2C[C@H]3CN([C@@H]2C3)C(=O)OC(C)(C)C)C=C1 |r|